FC=1C(=C(C=CC1F)[C@H]([C@H](O)NC=1C=C2C=CN(CC2=CC1)C(=O)N)[C@@H]([C@H](C(F)(F)F)C)C)OC 6-[(2S,3R,4S,5R)-3-(3,4-difluoro-2-methoxyphenyl)-4,5-dimethyl-5-(trifluoromethyl)oxapenta-2-ylamino]isoquinoline-2-carboxamide